(3,3,3-trifluoropropyl)trifluorosilane tert-butyl-rel-(3S,6R)-3-((tert-butyldimethylsilyl)oxy)-6-hydroxy-2,3,6,7-tetrahydro-1H-azepine-1-carboxylate C(C)(C)(C)OC(=O)N1C[C@H](C=C[C@H](C1)O)O[Si](C)(C)C(C)(C)C.FC(CC[Si](F)(F)F)(F)F |o1:9,12|